4-[(5-{N-[4-iodo-5-methyl-2-(3-methylpyrrolidin-1-yl)phenyl]but-2-ynamido}-1-methylpyrazolo[4,3-b]pyridin-3-yl)oxy]cyclohexane-1-carboxylic acid IC1=CC(=C(C=C1C)N(C(C#CC)=O)C1=CC=C2C(=N1)C(=NN2C)OC2CCC(CC2)C(=O)O)N2CC(CC2)C